C[C@@H]1CCN2C(O1)=C(C(=N2)C=2C=NN(C2)C2CCOCC2)C(=O)O (R)-5-Methyl-2-[1-(oxan-4-yl)pyrazol-4-yl]-6,7-dihydro-5H-pyrazolo[5,1-b][1,3]oxazine-3-carboxylic acid